1-((S)-3-aminopyrrolidin-1-yl)-6-p-toluenesulfonyl-1,6-dihydroimidazo[4,5-d]pyrrolo[2,3-b]pyridine-2-acetate N[C@@H]1CN(CC1)N1C(=NC=2C1=C1C(=NC2)N(C=C1)S(=O)(=O)C1=CC=C(C)C=C1)CC(=O)[O-]